C12CN(CC(CC1)N2)C2=NC(=NC1=C(C(=C(C=C21)Cl)C2=CC(=CC1=CC=CC=C21)O)F)O[C@@H](C=O)C (2R)-2-((4-(3,8-diazabicyclo[3.2.1]oct-3-yl)-6-chloro-8-fluoro-7-(3-hydroxynaphthalen-1-yl)quinazolin-2-yl)oxy)propanal